(1R,2R,3S,4R,5S)-5-hydroxy-3-(1-methyl-3-(trifluoromethyl)-1H-pyrazol-4-yl)-N-(3-(trifluoromethyl)phenyl)-7-oxabicyclo[2.2.1]heptane-2-carboxamide O[C@@H]1[C@H]2[C@@H]([C@H]([C@@H](C1)O2)C(=O)NC2=CC(=CC=C2)C(F)(F)F)C=2C(=NN(C2)C)C(F)(F)F